(cis)-3-{[4-bromo-2-(difluoromethoxy)-6-nitrophenyl]amino}-1-methylcyclobutan-1-ol BrC1=CC(=C(C(=C1)[N+](=O)[O-])NC1CC(C1)(O)C)OC(F)F